((imidazo[1,2-a]pyridin-8-ylmethyl)amino)cyclohexan-1-ol N=1C=CN2C1C(=CC=C2)CNC2(CCCCC2)O